(1S,3R)-3-((6-(1-methyl-1H-pyrazol-4-yl)pyrazolo[1,5-a]pyridin-4-yl)oxy)cyclopentan-1-amine trifluoroacetate FC(C(=O)O)(F)F.CN1N=CC(=C1)C=1C=C(C=2N(C1)N=CC2)O[C@H]2C[C@H](CC2)N